NC=1C(C2=CCCC=C2C(C1NC(C)(C)C)=O)=O 2-amino-3-(t-butylamino)-6,7-dihydronaphthalene-1,4-dione